FC(C1=CC=C(OC2=CC=C(C(=O)NCC(=O)O)C=C2)C=C1)(F)F (4-(4-(trifluoromethyl)phenoxy)benzoyl)glycine